C1(CC1)OC=1C=C(C=CC1OC)[C@H](CS(=O)(=O)C)N1C(C=2C(C1=O)=CSC2NC(C)=O)=O (R)-N-(5-(1-(3-Cyclopropoxy-4-methoxyphenyl)-2-(methylsulfonyl)ethyl)-4,6-dioxo-5,6-dihydro-4H-thieno[3,4-c]pyrrol-1-yl)acetamide